3-[(3R,5S)-4,4-difluoro-3,5-dimethylpiperidin-1-yl]-1H-indazol FC1([C@@H](CN(C[C@@H]1C)C1=NNC2=CC=CC=C12)C)F